3-[3-Methyl-4-[[3-(methylamino)azetidin-1-yl]methyl]-2-oxo-benzimidazol-1-yl]piperidine-2,6-dione benzyl-acrylate (benzyl-acrylate) C(C1=CC=CC=C1)C(C(=O)O)=C.C(C1=CC=CC=C1)OC(C=C)=O.CN1C(N(C2=C1C(=CC=C2)CN2CC(C2)NC)C2C(NC(CC2)=O)=O)=O